CC1(C23C=CC(C3=CC1=CC=C2)(C)C)C tetramethyl-1H-3a,7-methanoazulene